CN1C=NC=C1C[C@](N([2H])[2H])(C(=O)O)[2H] 3-Methyl-L-histidin-d3